C(C=C)(=O)NC(CS(=O)(=O)O)(C)C 2-acrylamido-2-methylpropanesulphonic acid